C(\C=C\C(=O)O)(=O)O.COC1=C(C=CC=C1C1=NN(C=N1)C([2H])([2H])[2H])NC1=CC(=NC=C1C(CC([2H])([2H])[2H])=O)C1(CC1)C(=O)N (4-((2-methoxy-3-(1-(methyl-d3)-1H-1,2,4-triazol-3-yl)phenyl)amino)-5-(propanoyl-3,3,3-d3)pyridin-2-yl)cyclopropanecarboxamide, fumaric acid salt